C(C1=CC=CC=C1)N1C(CC1(C)C)CO (1-benzyl-4,4-dimethylazetidin-2-yl)methanol